[N+](=[N-])=CC(CC[C@@H](C(=O)OCCN1CCCCC1)NC([C@H](C)OC)=O)=O 2-(piperidin-1-yl)ethyl (S)-6-diazo-2-((S)-2-methoxypropanamido)-5-oxohexanoate